C1(=CC=C(C=C1)N(C(C(Cl)Cl)=O)[C@H](C(=O)N[C@@H](C)C1=CC=C(C=C1)Br)C=1C=NC=CC1)C1=CC=CC=C1 N-([1,1'-biphenyl]-4-yl)-N-((S)-2-(((S)-1-(4-bromophenyl)ethyl)amino)-2-oxo-1-(pyridin-3-yl)ethyl)-2,2-dichloroacetamide